C(CCC)N1CN(C=C1)C 3-butyl-1-methyl-1H-imidazole